ClC1=CC=C(C=C1)C1=CC=C(S1)CC(=O)N1CCOCC1 2-(5-(4-chlorophenyl)thiophen-2-yl)-1-morpholinoethan-1-one